O=C1NC(CCC1N1C(C2=CC=C(C(=C2C1)OC)N1CCC(CC1)C=O)=O)=O 1-[2-(2,6-dioxo-3-piperidyl)-4-methoxy-1-oxo-isoindolin-5-yl]piperidine-4-carbaldehyde